N(=NC1(CCCCC1)C#N)C1(CCCCC1)C#N azobis-(cyclohexane-1-carbonitrile)